6-chloro-5-cyano-4-[[3-[(3R)-3-hydroxybutyl]-1-methyl-2-oxo-benzoimidazol-5-yl]amino]pyridine-2-carboxylic acid ClC1=C(C(=CC(=N1)C(=O)O)NC1=CC2=C(N(C(N2CC[C@@H](C)O)=O)C)C=C1)C#N